3-(5-bromo-2-methoxyphenoxy)tetrahydrothiophene BrC=1C=CC(=C(OC2CSCC2)C1)OC